C(C)(=O)C1=C(C=C(C=C1)C=1C=NN2C1N=CC(=C2)NC=2N=NC(=CC2)C)N2N=C(C=C2C)C#N 1-[2-Acetyl-5-[6-[(6-methylpyridazin-3-yl)amino]pyrazolo[1,5-a]pyrimidin-3-yl]phenyl]-5-methyl-pyrazole-3-carbonitrile